tert-Butyl 5-(pyridin-3-yl)-3,4-dihydroquinoline-1(2H)-carboxylate N1=CC(=CC=C1)C1=C2CCCN(C2=CC=C1)C(=O)OC(C)(C)C